naphthalene-2,3-dicarbonyl dichloride C1=C(C(=CC2=CC=CC=C12)C(=O)Cl)C(=O)Cl